1-(5-Bromo-3-(methylsulfonamido) pyridin-2-yl)azetidin-3-yl(methyl)carbamate BrC=1C=C(C(=NC1)N1CC(C1)N(C([O-])=O)C)NS(=O)(=O)C